4,4-dimethyl-2-((4-(pyrrolidin-1-yl)butyl)thio)-1,4-dihydroquinazoline CC1(N=C(NC2=CC=CC=C12)SCCCCN1CCCC1)C